5-bromo-2-oxo-1-(2,2,2-trifluoroethyl)-1,2-dihydropyridine-3-carboxylate BrC=1C=C(C(N(C1)CC(F)(F)F)=O)C(=O)[O-]